BrC1=CC=C2C(=CNC2=C1C)S(=O)(=O)Cl 6-bromo-7-methyl-1H-indole-3-sulfonyl chloride